tetra-butyl-guanidine C(CCC)N(C(N(CCCC)CCCC)=N)CCCC